(2R)-undecane-1,2-diol C([C@@H](CCCCCCCCC)O)O